(4-(4-amino-7-(1-isobutyrylpiperidin-4-yl)pyrrolo[2,1-f][1,2,4]triazin-5-yl)phenyl)-5-bromo-6-methyl-2-oxo-2H-[1,2'-bipyridin]-3-carboxamide NC1=NC=NN2C1=C(C=C2C2CCN(CC2)C(C(C)C)=O)C2=CC=C(C=C2)C2=C(C(N(C(=C2Br)C)C2=NC=CC=C2)=O)C(=O)N